C(#N)C1=C(N(N=C1C1=C(C=C(C=C1)CC(=O)NC1=CC(=NO1)C12CC(C1)(C2)C)F)C(C)C)NC(OC(C)(C)C)=O tert-Butyl N-[4-cyano-5-[2-fluoro-4-[2-[[3-(3-methyl-1-bicyclo[1.1.1]pentanyl)isoxazol-5-yl]amino]-2-oxo-ethyl]phenyl]-2-isopropyl-pyrazol-3-yl]carbamate